C(N)(=O)C1=CC=C(C(=C1C1=C(C(=CC2=C1[C@@H]([C@](O2)(C2=CC=CC=C2)CNC(OC(C)(C)C)=O)C)F)Cl)F)OC[C@H](C)OC2OCCCC2 tert-butyl (((2S,3S,4R)-4-(6-carbamoyl-2-fluoro-3-((2S)-2-((tetrahydro-2H-pyran-2-yl)oxy)propoxy)phenyl)-5-chloro-6-fluoro-3-methyl-2-phenyl-2,3-dihydrobenzofuran-2-yl)methyl)carbamate